N4-[5-chloro-2-(dimethylphosphoryl)phenyl]-N2-(piperidin-3-yl)-5-(trifluoromethyl)pyrimidine-2,4-diamine ClC=1C=CC(=C(C1)NC1=NC(=NC=C1C(F)(F)F)NC1CNCCC1)P(=O)(C)C